F[C@@H](C(=O)OCC)COC[C@H](C)NC=1C=NN(C(C1C(F)(F)F)=O)CC1=CC=C(C=C1)OC ethyl (R)-2-fluoro-3-((S)-2-((1-(4-methoxybenzyl)-6-oxo-5-(trifluoromethyl)-1,6-dihydropyridazin-4-yl)amino)propoxy)propionate